3,4,5-trimethoxybenzyl alcohol COC=1C=C(CO)C=C(C1OC)OC